C1(CC1)COC=1C=C2CN(CN(C2=CC1)C1CCOCC1)CC1=CC(=C(C=C1)OC)OC 6-(cyclopropylmethoxy)-3-(3,4-dimethoxybenzyl)-1-(tetrahydro-2H-pyran-4-yl)quinazoline